9H-fluoren-9-ylmethyl N-{2-[(4-{[4-(hydroxymethyl)phenyl]sulfamoyl}-3-nitrophenyl)formamido]ethyl}carbamate OCC1=CC=C(C=C1)NS(=O)(=O)C1=C(C=C(C=C1)C(=O)NCCNC(OCC1C2=CC=CC=C2C=2C=CC=CC12)=O)[N+](=O)[O-]